p-alphA-dimethylstyrene CC1=CC=C(C=C1)C(=C)C